2-(1-(5-amino-2-propylcyclohexyl)butyl)-4-propylcyclohexane-1-amine NC1CCC(C(C1)C(CCC)C1C(CCC(C1)CCC)N)CCC